tert-butyl (3-(3-(benzylamino)propoxy)propyl)carbamate C(C1=CC=CC=C1)NCCCOCCCNC(OC(C)(C)C)=O